(3,4-dihydroxy-5-oxo-2,5-dihydrofuran-2-yl) ethane-1,2-diylbis((4-isopropylphenyl) carbamate) C(CN(C([O-])=O)C1=CC=C(C=C1)C(C)C)N(C(OC1OC(C(=C1O)O)=O)=O)C1=CC=C(C=C1)C(C)C